ClC1=C2C(=C(N=N1)C1=C(C=C(C=C1)C(F)(F)F)OC)C=NC=C2 chloro-4-(2-methoxy-4-(trifluoromethyl)phenyl)pyrido[3,4-d]pyridazine